FC1=C(OC2=C(C=C(C=C2)NS(=O)(=O)CCF)C=2C3=C(C(N(C2)C)=O)NC=C3)C=CC(=C1)F N-[4-(2,4-difluorophenoxy)-3-(6-methyl-7-oxo-6,7-dihydro-1H-pyrrolo[2,3-c]pyridin-4-yl)phenyl]-2-fluoroethanesulfonamide